NC=1N=C(C=C2C=C(N=CC12)NC(=O)NC1CNC1)C=1C=NC=CC1C 1-(8-amino-6-(4-methylpyridin-3-yl)-2,7-naphthyridin-3-yl)-3-(azetidin-3-yl)Urea